methyl-2-((((1s,4S)-4-(2-(((trifluoromethyl)sulfonyl)oxy)phenyl)cyclohexyl)oxy)methyl)pyrrolidine-1-carboxylate COC(=O)N1C(CCC1)COC1CCC(CC1)C1=C(C=CC=C1)OS(=O)(=O)C(F)(F)F